6-Methyl-1-(6-methyl-4-(trifluoromethyl)pyridin-2-yl)-5-(2-morpholinoethyl)-1,3a,4,5,10,11a-hexahydro-2H-benzo[b]pyrrolo[2,3-f][1,4]diazocine-2,11(3H)-dione CC1=CC=CC2=C1N(CC1C(C(N2)=O)N(C(C1)=O)C1=NC(=CC(=C1)C(F)(F)F)C)CCN1CCOCC1